2-methyl-2-(4-nitrophenyl)-1,3-dioxane CC1(OCCCO1)C1=CC=C(C=C1)[N+](=O)[O-]